ONC(=O)C1=CN=C2N1C=CC=C2 N-hydroxyimidazo[1,2-a]pyridine-3-carboxamide